FC1=C(C=C(C(=C1O)O)OC)C1=NC2=C(N1)C=CC(=C2)N2CCN(CC2)C(=O)C2=CC=CC=C2 (4-(2-(2-fluoro-3,4-dihydroxy-5-methoxyphenyl)-1H-benzo[d]imidazol-5-yl)piperazin-1-yl)(phenyl)methanone